HYDROXYFURAN OC=1OC=CC1